2-[[6-(1,3-benzothiazol-2-ylamino)-5-methyl-pyridazin-3-yl]-(2,3-dihydroxypropyl)amino]-5-[3-[2-fluoro-4-[3-(methylamino)prop-1-ynyl]phenoxy]propyl]thiazole-4-carboxylic acid S1C(=NC2=C1C=CC=C2)NC2=C(C=C(N=N2)N(C=2SC(=C(N2)C(=O)O)CCCOC2=C(C=C(C=C2)C#CCNC)F)CC(CO)O)C